arginine, hydroxide N[C@@H](CCCNC(N)=N)C(=O)O